C(CCCCCCCCCCCCC)N1C=[N+](C=C1)C 1-Tetradecyl-3-methylimidazolium